CC1=NOC(=C1C)N1C(SCC1=O)C1=CC=C(C=C1)F 3-(3,4-Dimethyl-1,2-oxazol-5-yl)-2-(4-fluorophenyl)-1,3-thiazolidin-4-one